tert-butoxy {(Z)-({2-[4-(3-fluoropropyl)phenyl]ethyl}amino) [(tert-butoxycarbonyl)amino]methylidene}carbamate FCCCC1=CC=C(C=C1)CCN/C(/NC(=O)OC(C)(C)C)=N/C(OOC(C)(C)C)=O